C(C)N1CCN(CC1)CC=1C=CC=NC1 5-((4-ethylpiperazin-1-yl)methyl)pyridin